BrC=1C=CC=2C(=NSC2)C1 6-bromobenzo[C]isothiazole